5-Bromo-2-(N-azetidinylcarbamoyl)-3-pyridyl 3-[4-(4-chloro-3-fluorophenyl)-1H-1,2,3-triazol-1-yl]-3-deoxy-2-O-methyl-1-thio-α-D-galactopyranoside ClC1=C(C=C(C=C1)C=1N=NN(C1)[C@@H]1[C@H]([C@@H](SC=2C(=NC=C(C2)Br)C(NN2CCC2)=O)O[C@@H]([C@@H]1O)CO)OC)F